(3R,5R,8R,9R,10S,13S,14S,17R)-13-methyl-17-((R)-1-(5-methyl-2H-tetrazol-2-yl)propan-2-yl)-3-propylhexadecahydro-1H-cyclopenta[a]phenanthren-3-ol C[C@@]12[C@H](CC[C@H]1[C@@H]1CC[C@@H]3C[C@@](CC[C@@H]3[C@H]1CC2)(O)CCC)[C@H](CN2N=C(N=N2)C)C